isopropoxy-4-methyl-N-phenethyl-1H-imidazole-1-carboxamide C(C)(C)OC=1N(C=C(N1)C)C(=O)NCCC1=CC=CC=C1